((2-methoxyethyl)(4-(5,6,7,8-tetrahydro-1,8-naphthyridin-2-yl)butyl)amino)-2-(quinazolin-4-ylamino)butanoic acid COCCN(CCCCC1=NC=2NCCCC2C=C1)C(C(=O)O)(CC)NC1=NC=NC2=CC=CC=C12